9-oxooctahydro-2H-pyrazino[1,2-a]pyrazine-2-carbonitrile O=C1NCCN2C1CN(CC2)C#N